pentyn C#CCCC